The molecule is conjugate base of 3alpha(S)-strictosidine arising from protonation of the secondary amino group; major species at pH 7.3. It is a conjugate base of a 3alpha(S)-strictosidine. COC(=O)C1=CO[C@H]([C@@H]([C@@H]1C[C@H]2C3=C(CC[NH2+]2)C4=CC=CC=C4N3)C=C)O[C@H]5[C@@H]([C@H]([C@@H]([C@H](O5)CO)O)O)O